C1(=CC=CC=2CC=CCC12)O 5,8-dihydronaphthalene-1-ol